C(OC1=C(C=C(C=C1)[N+](=O)[O-])[C@@H]1CO[C@@H](C1)C1=CC(=NN1CC1=CC=C(C=C1)OC)NC(=O)C1=CC=NN1C)([O-])=O cis-5-(1-(4-methoxybenzyl)-3-(1-methyl-1H-pyrazole-5-carboxamido)-1H-pyrazol-5-yl)tetrahydrofuran-3-yl-(4-nitrophenyl) carbonate